C(#N)C=1C=NC(=NC1)N1CCC(=CC1)C(=O)O 1-(5-cyanopyrimidin-2-yl)-1,2,3,6-tetrahydropyridine-4-carboxylic acid